BrC=1C=C(C(=C(C1)F)C#CC1=CC(=C(C(=C1)F)F)F)C 5-bromo-1-fluoro-3-methyl-2-[(3,4,5-trifluorophenyl)ethynyl]benzene